2,6-diethoxy-4-(2-methyl-1,3-dioxolan-2-yl)benzoic acid C(C)OC1=C(C(=O)O)C(=CC(=C1)C1(OCCO1)C)OCC